C(CCCCCCCCCCCCCCCC)[Mg]I heptadecyl-magnesium iodide